N1CCC2=CC=CC=C12 INDOLINE